ClC=1C=C2C(=NC(N3C2=C(C1C1=C(C=C(C=C1)F)F)SC[C@H](C3)OC)=O)O (3S)-10-chloro-11-(2,4-difluorophenyl)-8-hydroxy-3-methoxy-3,4-dihydro-2H,6H-[1,4]thiazepino[2,3,4-ij]quinazolin-6-one